1-(4-Amino-benzyl)pseudouridine NC1=CC=C(CN2C=C([C@H]3[C@H](O)[C@H](O)[C@@H](CO)O3)C(NC2=O)=O)C=C1